[NH4+].[NH4+].N(N=C1SC2=C(N1CC)C=CC(=C2)S(=O)(=O)[O-])=C2SC1=C(N2CC)C=CC(=C1)S(=O)(=O)[O-] 2,2'-Azinobis[3-ethylbenzothiazoline-6-sulfonic acid]-diammonium salt